(3-bromo-5-chloropyridin-2-yl)methane-d BrC=1C(=NC=C(C1)Cl)C[2H]